FC=1C=C(C=C(C1)N(C)C1=NC=2N(C3=CC=C(C=C13)F)N=NN2)C#CC(C)(O)C 4-(3-fluoro-5-((7-fluorotetrazolo[1,5-a]quinazolin-5-yl)(methyl)amino)phenyl)-2-methylbut-3-yn-2-ol